methyl 1-methyl-4-{4-[3-({[4-(trifluoromethyl) phenyl] carbamoyl}amino)-1H-pyrrolo[3,2-b]pyridin-5-yl]piperazin-1-yl}cyclohexane-1-carboxylate CC1(CCC(CC1)N1CCN(CC1)C1=CC=C2C(=N1)C(=CN2)NC(NC2=CC=C(C=C2)C(F)(F)F)=O)C(=O)OC